4-(Cyclopentylamino)-5-fluoropyridine-2-carboxylic acid C1(CCCC1)NC1=CC(=NC=C1F)C(=O)O